O(C1=CC=CC=C1)C1=CC=C(OCCCOC=2C=C3C=NN(C3=CC2)CC(=O)OC)C=C1 methyl 2-(5-(3-(4-phenoxyphenoxy)propoxy)-1H-indazol-1-yl)acetate